FC1=CC=C(OCC2N(C3CC(C2C)C3)C(C3=C(C=CC(=C3)C)C3=NC=CC=N3)=O)C=C1 3-(4-Fluorophenoxymethyl)-4-methyl-2-[5-methyl-2-(pyrimidin-2-yl)benzoyl]-2-azabicyclo[3.1.1]heptan